CN1N=C2C(N=C(C=C2C)C=2C(=C(C=CC2)O)C=2N=NC(=CC2)C2CN(C2)CC)=C1 {2,7-dimethyl-2H-pyrazolo[4,3-b]pyridin-5-yl}-2-[6-(1-ethylazetidin-3-yl)pyridazin-3-yl]phenol